(4-butoxybenzoyloxy) benzoate C(C1=CC=CC=C1)(=O)OOC(C1=CC=C(C=C1)OCCCC)=O